2-amino-4-(hydroxymethylphosphinyl)butanoic acid NC(C(=O)O)CCP(=O)CO